1-Oxo-isoindoline O=C1NCC2=CC=CC=C12